Thiodipropionic acid distearyl ester C(CCCCCCCCCCCCCCCCC)OC(CCSCCC(=O)OCCCCCCCCCCCCCCCCCC)=O